1-methyl-2-cyano-1H-pyrrole CN1C(=CC=C1)C#N